N1,N3-bis(2-(2,3-dimethoxybenzamido)ethyl)-2-methoxyisophthalamide COC1=C(C(=O)NCCNC(C2=C(C(C(=O)NCCNC(C3=C(C(=CC=C3)OC)OC)=O)=CC=C2)OC)=O)C=CC=C1OC